5-ethyl-3,4,5,6-tetramethyl-2-cyclohexen-1-one C(C)C1(C(C(=CC(C1C)=O)C)C)C